nonafluorobutanesulphonic acid anion FC(C(C(C(S(=O)(=O)[O-])(F)F)(F)F)(F)F)(F)F